2-methylbutyric acid-d3 [2H]C([2H])(C)C([2H])(C)C(=O)O